C1(=CC=CC=C1)[C@@H](C)O (R)-Phenylethanol